Cl.OC1(CNC1)CNC(OCC=C)=O Allyl N-[(3-hydroxyazetidin-3-yl)methyl]carbamate hydrochloride